(4-butoxyphenyl)sulfonyl-4-(4-(4-methylpiperazin-1-yl)piperidin-1-yl)quinoline-6-carboxylate C(CCC)OC1=CC=C(C=C1)S(=O)(=O)C1=NC2=CC=C(C=C2C(=C1)N1CCC(CC1)N1CCN(CC1)C)C(=O)[O-]